COC(=O)[C@@H]1C=C[C@@H](C1)NC(=O)[C@]1(CC(=NO1)C1=CC(=CC(=C1)F)F)C=C methyl-(1S,4R)-4-[[(5S)-3-(3,5-difluorophenyl)-5-vinyl-4H-isoxazole-5-carbonyl] amino]cyclopent-2-ene-1-carboxylate